S1C=CC2=C1C=C(C=C2)C2=C(NC=1C2=NC=CC1)C1=C(C=NC=C1)OCCN(C(C=C)=O)C N-[2-({4-[3-(1-benzothiophen-6-yl)-1H-pyrrolo[3,2-b]pyridin-2-yl]pyridin-3-yl}oxy)ethyl]-N-methylprop-2-enamide